(S)-4-((2-cyano-2-methylpropyl)amino)-6-(((6-fluoro-2-methylpyridin-3-yl)(1-(1-(trifluoromethyl)cyclopropyl)-1H-1,2,3-triazol-4-yl)methyl)amino)quinoline-3,8-dicarbonitrile C(#N)C(CNC1=C(C=NC2=C(C=C(C=C12)N[C@H](C=1N=NN(C1)C1(CC1)C(F)(F)F)C=1C(=NC(=CC1)F)C)C#N)C#N)(C)C